FC1=CC=C(C=C1)S(=O)(=O)[C@]12CCN([C@@H]2CCC2=C1C=CC(=C2)OC2=C(C=CC=C2)C)C(=O)C2(CCS(CC2)(=O)=O)C 4-[(3aR,9bR)-9b-(4-fluorobenzenesulfonyl)-7-(2-methylphenoxy)-1H,2H,3H,3aH,4H,5H,9bH-benzo[e]indole-3-carbonyl]-4-methyl-1λ6-thiane-1,1-dione